C(C1=CC=CC=C1)N1CCC(CC1)(C1=CC=CC=C1)N(C(OC(C)(C)C)=O)NC(=O)OC(C)(C)C tert-butyl N-(1-benzyl-4-phenyl-4-piperidyl)-N-(tert-butoxycarbonylamino)carbamate